2-[5-(azetidin-3-yl)-7-(difluoromethyl)pyrrolo[3,2-c]pyridazin-3-yl]phenol N1CC(C1)N1C=C(C=2N=NC(=CC21)C2=C(C=CC=C2)O)C(F)F